N-(2-((2-(dimethylamino)ethyl)(ethyl)amino)-3-fluoro-5-((4-(1-methyl-1H-indol-3-yl)-5,6-dihydrofuro[2,3-d]pyrimidin-2-yl)amino)phenyl)acetamide CN(CCN(C1=C(C=C(C=C1F)NC=1N=C(C2=C(N1)OCC2)C2=CN(C1=CC=CC=C21)C)NC(C)=O)CC)C